FC1(OC2=C(O1)C=CC(=C2)[C@H](C)OC2=NC=CC(=C2)N2N=C(C=1CCC[C@@H](C21)OC2=CC=C(C(=O)O)C=C2)C(F)(F)F)F 4-(((S)-1-(2-((S)-1-(2,2-difluorobenzo[d][1,3]dioxol-5-yl)ethoxy)pyridine-4-yl)-3-(trifluoromethyl)-4,5,6,7-tetrahydro-1H-indazol-7-yl)oxy)benzoic acid